FC(C=1C=CC(=C(C1)C1=CC(=C(N=N1)C)NC1=CC(=NC=C1)NC(CCN1CCN(CC1)C)=O)F)F N-[4-({6-[5-(Difluoromethyl)-2-Fluorophenyl]-3-Methylpyridazin-4-yl}Amino)Pyridin-2-yl]-3-(4-Methylpiperazin-1-yl)Propanamid